The molecule is the ammonium salt of formic acid. It has a role as a buffer. It derives from a formic acid. C(=O)[O-].[NH4+]